1,2-ethanediylbis(triphenylphosphorane) C(CP(C1=CC=CC=C1)(C1=CC=CC=C1)C1=CC=CC=C1)P(C1=CC=CC=C1)(C1=CC=CC=C1)C1=CC=CC=C1